lithium trifluoride methanesulfonate CS(=O)(=O)[O-].[F-].[F-].[F-].[Li+]